[Cl-].[Na+] sodium chloride